[Na].N1C=CC=C1 pyrrole sodium salt